C(C)(=O)[O-].C(CCCCCCC)[NH3+] octyl-ammonium acetate